N-(2,2-dimethoxyethyl)-4-methyl-benzenesulfonamide COC(CNS(=O)(=O)C1=CC=C(C=C1)C)OC